CC=1N=C2N(C=CC=3[C@H]([C@@H]([C@H](NC23)C2=CC=CC=C2)O)OCCOC)C1C (7R,8R,9R)-2,3-Dimethyl-8-hydroxy-7-(2-methoxyethoxy)-9-phenyl-7,8,9,10-tetrahydro-imidazo[1,2-h][1,7]naphthyridine